N-[4-(4-chlorophenyl)-1-oxophthalazin-2(1H)-yl]-2-(3,5-dimethoxyphenyl)acetamide ClC1=CC=C(C=C1)C1=NN(C(C2=CC=CC=C12)=O)NC(CC1=CC(=CC(=C1)OC)OC)=O